C(C)(C)(C)N(C(O)=O)[C@@H]1[C@@H](OCC12CCN(CC2)C2=NC=C(N=C2)SC2=C(C(=CC=C2)S(N)(=O)=O)Cl)C.COC2=CC=C(COC=1C=NC=CC1)C=C2 3-((4-methoxybenzyl)oxy)pyridine Tert-butyl-((3S,4S)-8-(5-((2-chloro-3-sulfamoylphenyl)thio)pyrazin-2-yl)-3-methyl-2-oxa-8-azaspiro[4.5]decan-4-yl)carbamate